NCC1=CC=C(C=C1)NC(=O)C1=CC2=C(O[C@H](CC3=C2SC=C3)C)C=C1C=1C(=NC(=CC1)C(NCCC)=O)C(=O)OC methyl (S)-3-(9-((4-(aminomethyl)phenyl)carbamoyl)-5-methyl-4,5-dihydrobenzo[b]thieno[2,3-d]oxepin-8-yl)-6-(propylcarbamoyl)picolinate